C(=O)OCCCCCC 3Z-hexyl formate